1-[(2S,4R,5S)-4-hydroxy-5-(hydroxymethyl)oxolan-2-yl]-5-methylpyrimidine-2,4-dione O[C@@H]1C[C@H](O[C@H]1CO)N1C(NC(C(=C1)C)=O)=O